C(CCCCCCC\C=C/CCCCCCCC)(=O)OCC(O)CO monoglycerol oleate